C(#N)C1=CC(=C(COC2=CC=CC(=N2)C2=CC(=C(C=C2F)CC(=O)OC)F)C=C1)F methyl 2-(4-(6-((4-cyano-2-fluorobenzyl)oxy)pyridin-2-yl)-2,5-difluorophenyl)acetate